C1CCC12CCN(CC2)C2=C(C=CC=C2Cl)NS(=O)(=O)C2=CC=C(S2)S(=O)(=O)N(C)C N5-[2-(7-azaspiro[3.5]nonan-7-yl)-3-chloro-phenyl]-N2,N2-dimethyl-thiophene-2,5-disulfonamide